C1(=CC=CC=C1)C1=CC(=NC2=C3C(=CC=C12)C=CC=C3)C3=CC=C(C=C3)O 4-phenyl-2-(4-hydroxyphenyl)benzoquinoline